[2-(pivaloylamino)pyridin-3-yl]oxoacetic acid ethyl ester C(C)OC(C(=O)C=1C(=NC=CC1)NC(C(C)(C)C)=O)=O